C(C)N1C=C(C(C2=CC(=C(C=C12)N1CCN(CC1)C1=NC=NC(=C1)OC1=CC=C(C=C1)[C@H](CN(C(C)=O)C)O)F)=O)C(=O)O (R)-1-Ethyl-6-fluoro-7-(4-(6-(4-(1-hydroxy-2-(N-methylacetamido)ethyl)phenoxy)pyrimidin-4-yl)piperazin-1-yl)-4-oxo-1,4-dihydroquinoline-3-carboxylic acid